C1(=CC=CC=C1)CCCC1(CNCCC1)C(=O)OC methyl 3-(3-phenylpropyl)piperidine-3-carboxylate